N-(4-(2,6-diethylphenoxy)-3-(2-(4-(2-hydroxyethoxy)-3,5-dimethylphenyl)-5-methyl-4-oxo-4,5-dihydrofuro[3,2-c]pyridin-7-yl)phenyl)ethylsulfonamide C(C)C1=C(OC2=C(C=C(C=C2)CCNS(=O)=O)C=2C3=C(C(N(C2)C)=O)C=C(O3)C3=CC(=C(C(=C3)C)OCCO)C)C(=CC=C1)CC